COC(=O)C1CNCC(C1)(F)F 5,5-difluoropiperidine-3-carboxylic acid methyl ester